C(C)(C)(C)OC(=O)NCCCOC1=CC(=NC(=C1)CO)C(=O)OC methyl 4-(3-((tert-butoxycarbonyl)amino)propoxy)-6-(hydroxymethyl)picolinate